C1(CC1)C(C)(O)C1OC=2C(C1C)=C(C=CC2F)O (1-cyclopropyl-1-hydroxyethyl)-7-fluoro-3-methyl-2,3-dihydrobenzofuran-4-ol